3-(4-bromobenzoyl)-4-acetamido-5-cyanomethylbenzenesulfonic acid BrC1=CC=C(C(=O)C=2C=C(C=C(C2NC(C)=O)CC#N)S(=O)(=O)O)C=C1